6-xylene isocyanate [N-]=C=O.C1(=CC=CC=C1C)C